F[C@@H]1[C@H](CCCC1)N (1S,2S)-2-fluorocyclohexan-1-amine